NCCOCCOCCOCCOCCOCCOCCOCCOC1=CC=C(C=C1)NC([O-])=O {4-[(23-amino-3,6,9,12,15,18,21-heptaoxatricosan-1-yl)oxy]phenyl}carbamate